ClC1=C(C(=NN1)C)NC(C1=C(C=C(C(=C1)F)C=1SC(=C(N1)C(C)(C)O)C)O[C@H](C(F)(F)F)C)=O (S)-N-(5-Chloro-3-methyl-1H-pyrazol-4-yl)-5-fluoro-4-(4-(2-hydroxypropan-2-yl)-5-methylthiazol-2-yl)-2-((1,1,1-trifluoropropan-2-yl)oxy)benzamide